2-(2,6-Dioxo-3-piperidyl)-4-(5-hydroxypentyl)isoindoline-1,3-dione O=C1NC(CCC1N1C(C2=CC=CC(=C2C1=O)CCCCCO)=O)=O